C(#N)C1=C(C=C(C=N1)NC(C(C(=O)OCCCC)(C)O)=O)C(F)(F)F butyl 3-[[6-cyano-5-(trifluoromethyl)pyridin-3-yl]amino]-2-hydroxy-2-methyl-3-oxopropanoate